CN(C(=O)C=1N=CC(=NC1)C1=C(C(=NC=C1)NC1=C(N=NC(=C1)NC1=NN(C=C1)C)C(=O)NC([2H])([2H])[2H])OC)C 4-({4-[5-(dimethylcarbamoyl)pyrazin-2-yl]-3-methoxypyridin-2-yl}amino)-N-(2H3)methyl-6-[(1-methyl-1H-pyrazol-3-yl)amino]pyridazine-3-carboxamide